diphenylethylene dithiolate S1SC(C=C1)C(=O)O.C1(=CC=CC=C1)C=CC1=CC=CC=C1